methyl (2S)-2-amino-3-(4-chloro-1H-indol-3-yl)propanoate N[C@H](C(=O)OC)CC1=CNC2=CC=CC(=C12)Cl